1-((1R,4R)-7,7-dimethyl-2-oxobicyclo[2.2.1]heptane-1-yl)-N-((2-(2,4-dioxotetrahydropyrimidin-1(2H)-yl)-1,3-dioxoisoindolin-5-yl)methyl)methanesulfonamide CC1([C@]2(C(C[C@H]1CC2)=O)CS(=O)(=O)NCC=2C=C1C(N(C(C1=CC2)=O)N2C(NC(CC2)=O)=O)=O)C